1-Cbz-piperidine C(=O)(OCC1=CC=CC=C1)N1CCCCC1